3-phenyl-2-[[(E)-3-thiophen-2-ylprop-2-enoyl]amino]propanoic acid C1(=CC=CC=C1)CC(C(=O)O)NC(\C=C\C=1SC=CC1)=O